(6-methylbenzothiazol-2-yl)-3-methylbutan-2-ol CC1=CC2=C(N=C(S2)CC(C(C)C)O)C=C1